decanoic acid bisdecylamide C(CCCCCCCCC)N(C(CCCCCCCCC)=O)CCCCCCCCCC